COC1=C(C(=CC(=C1)C)C)C1=CC=C2C=CC(=NC2=N1)C1CN(CCC1)C(=O)OC(C)(C)C tert-butyl 3-[7-(2-methoxy-4,6-dimethyl-phenyl)-1,8-naphthyridin-2-yl]piperidine-1-carboxylate